CC=1N=COC1C(=O)NC1CCC2=CC(=CC=C12)C1=NOC(=N1)C 4-methyl-N-(5-(5-methyl-1,2,4-oxadiazol-3-yl)-2,3-dihydro-1H-inden-1-yl)oxazole-5-carboxamide